tert-butyl 9-((4-(3-(difluoromethyl)-4-(5-morpholinopyrazolo[1,5-a]pyrimidine-3-carboxamido)-1H-pyrazol-1-yl)piperidin-1-yl)methyl)-3-azaspiro[5.5]undecane-3-carboxylate FC(C1=NN(C=C1NC(=O)C=1C=NN2C1N=C(C=C2)N2CCOCC2)C2CCN(CC2)CC2CCC1(CCN(CC1)C(=O)OC(C)(C)C)CC2)F